FC=1C(=C(C=CC1F)[C@@H]1[C@H](O[C@@]([C@H]1C)(C(F)(F)F)C)C(=O)NC1=C(C(=NC=C1)C(=O)N)F)OC 4-[[(2S,3R,4S,5S)-3-(3,4-Difluoro-2-methoxy-phenyl)-4,5-dimethyl-5-(trifluoromethyl)tetrahydrofuran-2-carbonyl]amino]-3-fluoro-pyridin-2-carboxamid